Cl.NC12CCC(C1)(C2)O 4-aminobicyclo[2.1.1]hexanol hydrochloride